Ethylhexyl Neopentanoate CCCCCC(CC)OC(=O)C(C)(C)C